3-((2-((((3S,4S)-8-(6-amino-5-((2-amino-3-chloropyridin-4-yl)thio)pyrazin-2-yl)-3-methyl-2-oxa-8-azaspiro[4.5]decan-4-yl)amino)methyl)phenyl)amino)piperidine-2,6-dione NC1=C(N=CC(=N1)N1CCC2([C@@H]([C@@H](OC2)C)NCC2=C(C=CC=C2)NC2C(NC(CC2)=O)=O)CC1)SC1=C(C(=NC=C1)N)Cl